methyl 2-(4-tert-butyl-2-methyl-phenyl)-4-oxo-1H-1,6-naphthyridine-5-carboxylate C(C)(C)(C)C1=CC(=C(C=C1)C=1NC=2C=CN=C(C2C(C1)=O)C(=O)OC)C